BrC1=C2CCN(CC2=CC=C1F)C 5-bromo-6-fluoro-2-methyl-1,2,3,4-tetrahydroisoquinoline